N,N-bis(4-methoxybenzyl)-2-(4-(2-(3-methoxyphenyl)acetyl)-2-oxopiperazin-1-yl)acetamide COC1=CC=C(CN(C(CN2C(CN(CC2)C(CC2=CC(=CC=C2)OC)=O)=O)=O)CC2=CC=C(C=C2)OC)C=C1